CC1=C(C=CC=C1C)N1CCN(CC1)C(CN1N=C(C=2CCC(CC12)(C)C)C(=O)N1CCCC1)=O 1-[4-(2,3-dimethylphenyl)piperazin-1-yl]-2-[6,6-dimethyl-3-(pyrrolidine-1-carbonyl)-5,7-dihydro-4H-indazol-1-yl]ethanone